1-(3-(4-chloro-3,5-dimethylphenoxy)propyl)-4-((4-chlorobenzyl)(m-tolyl)amino)-1H-pyrrole-2-carboxylic acid ClC1=C(C=C(OCCCN2C(=CC(=C2)N(C=2C=C(C=CC2)C)CC2=CC=C(C=C2)Cl)C(=O)O)C=C1C)C